NC1=C(C=C(C=N1)NC(C(=O)N1[C@H](CC[C@H](C1)C)C1CCCCC1)=O)C N-(6-amino-5-methyl-3-pyridyl)-2-[(2R,5R)-2-cyclohexyl-5-methyl-1-piperidyl]-2-oxo-acetamide